(R)-2-(2-fluoro-4-(pyrrolidin-2-yl)phenyl)-N-(3-(4-fluoropiperidin-1-yl)propyl)imidazo[2',1':2,3]thiazolo[4,5-c]pyridine-7-carboxamide dihydrochloride Cl.Cl.FC1=C(C=CC(=C1)[C@@H]1NCCC1)C=1N=C2SC3=C(C=NC(=C3)C(=O)NCCCN3CCC(CC3)F)N2C1